6-{4-[4-(propan-2-yl)piperazin-1-yl]phenyl}-1,2-dihydroquinolin-2-one CC(C)N1CCN(CC1)C1=CC=C(C=C1)C=1C=C2C=CC(NC2=CC1)=O